F[P-](F)(F)(F)(F)F.N1(N=NC2=C1C=CC=C2)O[P+](N(C)C)(N(C)C)N(C)C benzotriazol-1-yl-oxytris(dimethyl-amino)phosphonium hexafluorophosphate